NC(COC1=C(CCNC(=O)C2(C(CCC(C2)C)C(C)C)O)C=CC=C1)=O N-(2-(2-amino-2-oxoethoxy)phenethyl)-1-hydroxy-2-isopropyl-5-methyl-cyclohexane-1-carboxamide